BrC1=C(C=C2C(=NC(=NC2=C1OC1CC1)N1CC(CC1)N(C)C)N1CCN(CC1)C(=O)[O-])Cl 4-(7-bromo-6-chloro-8-cyclopropoxy-2-(3-(dimethylamino)pyrrolidin-1-yl)quinazolin-4-yl)piperazin-1-carboxylate